4-(Chloromethyl)-1-(2-methylsulfonylethyl)triazole ClCC=1N=NN(C1)CCS(=O)(=O)C